NC1=CC(=C(C=C1)C=1C(=C2C3=C(N=CN=C3C1)N1[C@H](CO2)CN(CC1)C(C=C)=O)Cl)C 1-[(8aS)-5-(4-Amino-2-methylphenyl)-6-chloro-8a,9,11,12-tetrahydropyrazino[2',1':3,4][1,4]oxazepino[5,6,7-de]quinazolin-10(8H)-yl]prop-2-en-1-one